C(C)(C)(C)OC(=O)N[C@H](C(=O)O)C(C)(C)C (S)-2-((tert-butoxycarbonyl)amino)-3,3-dimethylbutanoic acid